tert-butyl 4-[1-[2-[(1S)-1-(3-ethoxy-4-methoxyphenyl)-2-methyl-sulfonylethyl]-3-oxoisoindolin-5-yl]-4-piperidyl]piperidine-1-carboxylate C(C)OC=1C=C(C=CC1OC)[C@@H](CS(=O)(=O)C)N1CC2=CC=C(C=C2C1=O)N1CCC(CC1)C1CCN(CC1)C(=O)OC(C)(C)C